C(C)C1(C(C2=CC=C(C=C2C1)C1=CC(=CC=C1)OC)NC(O[C@@H]1CN2CCC1CC2)=O)CC (S)-quinuclidin-3-yl (2,2-diethyl-5-(3-methoxyphenyl)-2,3-dihydro-1H-inden-1-yl)carbamat